C(CCCCCCCCCCCCCCCCC)C1=CNC(O1)=O 5-octadecyloxazol-2(3H)-one